C1(CCCCC1)NC(C1=CC(=CC=C1)NC1=NC=C(C(=N1)NCC=1C(=NC=CC1)N(S(=O)(=O)C)C)C(F)(F)F)=O N-cyclohexyl-3-({4-[({2-[methyl(methylsulfonyl)amino]pyridin-3-yl}methyl)amino]-5-(trifluoromethyl)pyrimidin-2-yl}amino)benzamide